3,5-difluoro-4-nitroaniline FC=1C=C(N)C=C(C1[N+](=O)[O-])F